N-(4'-(difluoromethyl)-[1,1'-biphenyl]-3-yl)-N,2-dimethylpyrido[3,2-e][1,2,4]triazolo[4,3-a]pyrimidin-5-amine FC(C1=CC=C(C=C1)C1=CC(=CC=C1)N(C1=NC=2N(C3=C1C=CC(=N3)C)C=NN2)C)F